1-[(S)-2-(morpholin-4-yl)propyl]-1H-benzimidazole N1(CCOCC1)[C@H](CN1C=NC2=C1C=CC=C2)C